COC=1C=CC=2C3=C(N(C2C1)CC1=CC=C(C=C1)SC)C=NNC3=O 7-methoxy-5-(4-(methylthio)benzyl)-2,5-dihydro-1H-pyridazino[4,5-b]indol-1-one